Cl.N1N=CC2=CC=CC=C12 1H-indazole hydrochloride